(R)-6-chloro-3-((1-(3,6-dimethyl-2-(4-(2-methylpyrimidin-5-yl)piperidin-1-yl)-4-oxo-3,4-dihydroquinazolin-8-yl)ethyl)amino)-N-(methylsulfonyl)picolinamide ClC1=CC=C(C(=N1)C(=O)NS(=O)(=O)C)N[C@H](C)C=1C=C(C=C2C(N(C(=NC12)N1CCC(CC1)C=1C=NC(=NC1)C)C)=O)C